C(C)(C)(C)OC([C@@H](CC1=CC(=CC=C1)O)[C@@H]1CN(CC1)C(=O)OCCCC)=O butyl (3R)-3-[(1S)-2-tert-butoxy-1-[(3-hydroxyphenyl)methyl]-2-oxo-ethyl]pyrrolidine-1-carboxylate